1-(3-((5-bromo-2-((3-methyl-1-(8-methyl-8-azabicyclo[3.2.1]octan-3-yl)-1H-pyrazol-4-yl)amino)pyrimidin-4-yl)amino)propyl)pyrrolidin-2-one BrC=1C(=NC(=NC1)NC=1C(=NN(C1)C1CC2CCC(C1)N2C)C)NCCCN2C(CCC2)=O